C(C)(C)(C)OC(NC=1SC(=CN1)OC=1C=NC(=NC1)N1C2COCC1CC2)=O tert-butyl(5-((2-(3-oxa-8-azabicyclo[3.2.1]octan-8-yl)pyrimidin-5-yl)oxy)thiazol-2-yl)carbamate